C1(CCCCC1)C(O)C1CCCCC1 dicyclohexylhydroxymethane